Calcium Di-Gluconate O=C([C@H](O)[C@@H](O)[C@H](O)[C@H](O)CO)[O-].O=C([C@H](O)[C@@H](O)[C@H](O)[C@H](O)CO)[O-].[Ca+2]